(6S)-2-(2-(6-(bromomethyl)pyrrolo[2,1-f][1,2,4]triazin-4-yl)-4-chloro-6-methylbenzyl)-4-(4-methoxybenzyl)-6-methylmorpholine BrCC=1C=C2C(=NC=NN2C1)C1=C(CC2CN(C[C@@H](O2)C)CC2=CC=C(C=C2)OC)C(=CC(=C1)Cl)C